C1=CC=CC=2C3=CC=CC=C3C(C12)=C1C(C=CC=C1)NC1=CC=CC=C1 (9-fluorenylidene)diphenylamine